C(C)N1C=C(C(C(=C1CF)C1=CC=C(C=C1)F)=O)C(=O)N 1-ethyl-6-(fluoromethyl)-5-(4-fluorophenyl)-4-oxopyridine-3-carboxamide